(S)-N-(1-(3-chloro-5-fluorophenyl)-2-hydroxy-ethyl)-1-(5-methyl-2-((tetrahydro-2H-pyran-4-yl)amino)-pyrimidin-4-yl)-1H-imidazole-4-carboxamide ClC=1C=C(C=C(C1)F)[C@@H](CO)NC(=O)C=1N=CN(C1)C1=NC(=NC=C1C)NC1CCOCC1